(R)-7-(8-chloro-7-fluoronaphthalen-1-yl)-8-fluoro-2-((hexahydro-1H-pyrrolizin-7a-yl)methoxy)-N-methyl-N-(pyrrolidin-3-yl)pyrido[4,3-d]pyrimidin-4-amine ClC=1C(=CC=C2C=CC=C(C12)C1=C(C=2N=C(N=C(C2C=N1)N([C@H]1CNCC1)C)OCC12CCCN2CCC1)F)F